N-(2,2-difluoro-1,3-benzodioxol-4-yl)-1H-pyrrolo[3,2-H]quinoline-3-sulfonamide FC1(OC2=C(O1)C=CC=C2NS(=O)(=O)C2=CNC1=C2C=CC=2C=CC=NC12)F